ClC=1C=C(NC2(CCC3([C@@H](CC4=CC(=C(C=C34)F)F)C[C@H](CO)C)CC2)C(=O)OC)C=CC1 methyl (1r,2'R,4R)-4-(3-chloroanilino)-5',6'-difluoro-2'-[(2R)-3-hydroxy-2-methylpropyl]-2',3'-dihydrospiro[cyclohexane-1,1'-indene]-4-carboxylate